2-(6-(((1R,3S,5S)-1,5-dimethyl-8-azabicyclo[3.2.1]octan-3-yl)(methyl)amino)pyridazin-3-yl)-5-(5-methoxypyridin-3-yl)phenol C[C@]12CC(C[C@](CC1)(N2)C)N(C2=CC=C(N=N2)C2=C(C=C(C=C2)C=2C=NC=C(C2)OC)O)C